[Zn].ClC=1C=CC(=CC1)C 5-chloro-2-methylbenzene zinc